CC1OC(CC(C1)CS(=O)(=O)[O-])C Cis-2,6-dimethyltetrahydro-2H-pyran-4-ylmethanesulfonate